C(#N)C=1C=C(C=NC1)C1=C(C2=C(NC3=C(C=C(C=C23)F)N(C(OC(C)(C)C)=O)CC)N=C1)N1N=C(C(=C1)CO)C(F)(F)F tert-butyl (3-(5-cyanopyridin-3-yl)-6-fluoro-4-(4-(hydroxymethyl)-3-(trifluoromethyl)-1H-pyrazol-1-yl)-9H-pyrido[2,3-b]indol-8-yl)(ethyl)carbamate